NC(C)[C@@H]1CC[C@H](CC1)C(NC1=CC=NC=C1)=O (+)-TRANS-4-(1-AMINOETHYL)-1-(4-PYRIDYLCARBAMOYL)CYCLOHEXANE